1,3-dihydro-1-[2-hydroxy-5-(trifluoromethyl)phenyl]-5-(trifluoromethyl)-2H-benzimidazol-2-one OC1=C(C=C(C=C1)C(F)(F)F)N1C(NC2=C1C=CC(=C2)C(F)(F)F)=O